C(C)(C)(C)OC(=O)N1[C@@H](C[C@H](C1)F)C(=O)O (2S,4R)-1-(tert-butoxycarbonyl)-4-fluoropyrrolidin-2-carboxylic acid